C(C)(C)(C)C1=NN(C(=C1)NC(NC1=C(C=C(OC=2C=CC(=NC2)C(=O)NC)C=C1)SC)=O)C1=CC=CC=C1 5-(4-(3-(3-(tert-butyl)-1-phenyl-1H-pyrazol-5-yl)ureido)-3-(methylthio)phenoxy)-N-methylpyridinamide